C(C)(C)(C)OC(CC(CC1=CC=C(C=C1)Cl)=O)=O.ClC1=CC=C(C=C1)CC(CC(=O)O)=O 4-(4-chlorophenyl)-3-oxobutanoic acid tert-butyl-4-(4-chlorophenyl)-3-oxobutanoate